C1=C(C=CC2=CC=CC=C12)C1=C(C=CC(=C1)N)C1=CC=CC=C1 (naphthalen-2-yl)-[1,1'-biphenyl]-4-amine